C1CC12CCN(CC2)C2=C(C(=O)NC=1C=C3C=C(C=NC3=C(C1F)N1CCC(CC1)(F)F)NC(OC(C)(C)C)=O)C=CC(=C2)NS(=O)(=O)CCO tert-butyl N-[6-(2-{6-azaspiro[2.5]octan-6-yl}-4-(2-hydroxyethanesulfonamido)benzoylamino)-8-(4,4-difluoropiperidin-1-yl)-7-fluoroquinolin-3-yl]carbamate